2-(3,4-dimethoxyphenyl)-8-methyl-[1,2,4]triazolo[1,5-a]pyridine COC=1C=C(C=CC1OC)C1=NN2C(C(=CC=C2)C)=N1